CC=1C=C(C=CC1C(NC=1SC(=CN1)C)=O)NCC(=O)O (3-methyl-4-((5-methylthiazol-2-yl)carbamoyl)phenyl)glycine